CN1[C@H](COCC1)COC=1N=C(C2=C(N1)CN(CC2)C2=CC=CC1=CC=CC=C21)N2CC(NCC2)CC#N 2-(4-(2-(((R)-4-methylmorpholin-3-yl)methoxy)-7-(naphthalen-1-yl)-5,6,7,8-tetrahydropyrido[3,4-d]pyrimidin-4-yl)piperazin-2-yl)acetonitrile